FC1(CC2(CC2(C1)C)CN1N=C(C(=C1C(=O)NC1=CC(=NC=C1)C(=O)N)C)C(C)(F)F)F 4-(1-((3,3-difluoro-5-methylbicyclo[3.1.0]hexan-1-yl)methyl)-3-(1,1-difluoroethyl)-4-methyl-1H-pyrazole-5-carboxamido)picolinamide